cis-3-tetradecene-1,2-dicarboxylic acid C(C(\C=C/CCCCCCCCCC)C(=O)O)C(=O)O